FC(C1=NC(=NC(=C1)C)N1C[C@@H]2[C@H](C1)CN(C2)C(=O)C2=C(C=CC=C2N2N=CC=N2)F)F ((3aR,6aS)-5-(4-(difluoromethyl)-6-methylpyrimidin-2-yl)hexahydropyrrolo[3,4-c]pyrrol-2(1H)-yl)(2-fluoro-6-(2H-1,2,3-triazol-2-yl)phenyl)methanone